S(=O)(=O)(ON1[C@@H]2CC[C@H](N(C1=O)C2)C(NC(C2=CN=C(C=C2)C(F)(F)F)=O)=N)[O-].[Na+] Sodium (2S,5R)-7-oxo-2-(N-(6-(trifluoromethyl)nicotinoyl)carbamimidoyl)-1,6-diazabicyclo[3.2.1]octan-6-yl Sulfate